ClC1=CC=C(C=C1)NC([C@@H](C)OC1=CC=C(C(=O)O)C=C1)=O (R)-4-((1-((4-chlorophenyl)amino)-1-oxopropan-2-yl)oxy)benzoic acid